CN1N=CC(=C1)C=1C=C(C(=NC1)OS(=O)(=O)C(F)(F)F)C1=NN2C(CN(CC2)C(=O)OC(C)(C)C)=C1 tert-butyl 2-[5-(1-methylpyrazol-4-yl)-2-(trifluoromethylsulfonyloxy)-3-pyridyl]-6,7-dihydro-4H-pyrazolo[1,5-a]pyrazine-5-carboxylate